CC12CC(C=C1)C3C2C(=O)OC3=O 1,2,3,6-tetrahydromethyl-3,6-methanophthalic anhydride